FC(/C(=C(\C(C(F)(F)F)(F)F)/F)/F)(C(F)(F)F)F perfluoro-Z-(methylpent-2-ene)